C(C1=CC=CC=C1)C=1N(C=2C(=C3CC[C@@H](NC3=CC2)C)N1)CCN(C)C (7S)-2-Benzyl-3-[2-(dimethylamino)ethyl]-7-methyl-3H,6H,7H,8H,9H-imidazo[4,5-f]chinolin